(3R,7R)-2-(3,4-dichlorobenzoyl)-9-((R*)-1-(6-((S*)-N,S-dimethylsulfonimidoyl)pyridin-3-yl)ethyl)-3,7-dimethyl-1,2,3,4,8,9-hexahydropyrido[4',3':3,4]pyrazolo[1,5-a]pyrazin-10(7H)-one ClC=1C=C(C(=O)N2CC=3C(=NN4C3C(N(C[C@H]4C)[C@H](C)C=4C=NC(=CC4)[S@](=O)(=NC)C)=O)C[C@H]2C)C=CC1Cl |o1:18,26|